FCC1=C(C=CC=C1)C=1CCCC2=C(C1C1=CC=C(C=C1)CC1CN(C1)CCCF)C=CC(=C2)C(=O)O 8-(2-(fluoromethyl)phenyl)-9-(4-((1-(3-fluoropropyl)azetidin-3-yl)methyl)phenyl)-6,7-dihydro-5H-benzo[7]annulene-3-carboxylic acid